(S)-4-{4-[5-(acetamidomethyl)-2-oxooxazolidin-3-yl]-2-fluorophenyl}-1-(3,5-dimethylbenzyl)pyridine-1-ium bromide [Br-].C(C)(=O)NC[C@H]1CN(C(O1)=O)C1=CC(=C(C=C1)C1=CC=[N+](C=C1)CC1=CC(=CC(=C1)C)C)F